6-[2-fluoro-4-(4-hydroxybutoxy)-3-methylphenyl]-5-methyl-4,5-dihydro-2H-pyridazin-3-one FC1=C(C=CC(=C1C)OCCCCO)C=1C(CC(NN1)=O)C